N,N-di(4-methylphenyl)aniline CC1=CC=C(C=C1)N(C1=CC=CC=C1)C1=CC=C(C=C1)C